4,6-dichloro-N-(2,8-dimethyl-4-oxo-3-((6-(trifluoromethyl)pyridin-2-yl)methyl)-3,4-dihydroquinazolin-5-yl)-5-hydroxypicolinamide ClC1=CC(=NC(=C1O)Cl)C(=O)NC1=C2C(N(C(=NC2=C(C=C1)C)C)CC1=NC(=CC=C1)C(F)(F)F)=O